4-Ethyl-1-(1-((1-hydroxy-3-methoxypropan-2-yl)oxy)-8-(((S)-1,1,1-trifluoropropan-2-yl)oxy)isoquinolin-6-yl)-3-(hydroxymethyl)-1H-1,2,4-triazol-5(4H)-one C(C)N1C(=NN(C1=O)C=1C=C2C=CN=C(C2=C(C1)O[C@H](C(F)(F)F)C)OC(CO)COC)CO